N-{(2S,3R,4S)-4-fluoro-1-(oxetane-2-carbonyl)-2-[(2,3',5'-trifluoro[1,1'-biphenyl]-3-yl)methyl]pyrrolidin-3-yl}cyclopropanesulfonamide F[C@@H]1[C@@H]([C@@H](N(C1)C(=O)C1OCC1)CC=1C(=C(C=CC1)C1=CC(=CC(=C1)F)F)F)NS(=O)(=O)C1CC1